(cyclopropanecarboxamido)-7-fluoro-2,3-dihydro-1H-indene-4-carboxamide C1(CC1)C(=O)NC1CCC=2C(=CC=C(C12)F)C(=O)N